C(N)(=N)NC(CC1=C(C=CC=C1Cl)Cl)=O N-amidino-2-(2,6-dichlorophenyl)acetamide